6,7-dimethyl-4-oxo-4H-chromene-2-carboxylic acid ethyl ester C(C)OC(=O)C=1OC2=CC(=C(C=C2C(C1)=O)C)C